lithium bis(isopropylamide) C(C)(C)[NH-].C(C)(C)[NH-].[Li+].[Li+]